ClC=1C=C2C=CN=C(C2=CC1)C1=CC(=CC2=C1OC1=C2C=C(C(=C1)F)C)C 6-chloro-1-(7-fluoro-2,8-dimethyldibenzo[b,d]furan-4-yl)isoquinoline